FC=1C=NN(C1)C1=CC=C(C=N1)[C@H](C)N1CC2(CC1)CCN(CC2)C2=NC(=CC(=N2)NNC2=NNC(=C2)C)C (S)-2-(2-(1-(6-(4-fluoro-1H-pyrazol-1-yl)pyridin-3-yl)ethyl)-2,8-diazaspiro[4.5]decan-8-yl)-6-methyl-N-((5-methyl-1H-pyrazol-3-yl)amino)pyrimidin-4-amine